1-[4-(1-hydroxycyclopentyl)pyridin-2-yl]-N-(1-methylindazol-7-yl)pyrazole-4-sulfonamide 2-[4-(2-tert-butoxy-2-oxo-ethyl)-5-chloro-2-methoxy-phenyl]-2-methyl-propanoate C(C)(C)(C)OC(CC1=CC(=C(C=C1Cl)C(C(=O)O)(C)C)OC)=O.OC1(CCCC1)C1=CC(=NC=C1)N1N=CC(=C1)S(=O)(=O)NC=1C=CC=C2C=NN(C12)C